CN(C)C=O N,N-dimethyl-formylAmine